6-(benzyloxy)-6-oxohexanoic acid C(C1=CC=CC=C1)OC(CCCCC(=O)O)=O